C1=CC=CC2=CC=CC=C12 naphthalin